4-(5-bromo-3-((5-(5-(difluoromethyl)-1,3,4-oxadiazol-2-yl)pyridin-2-yl)methyl)-2-oxo-2,3-dihydro-1H-benzo[d]imidazol-1-yl)piperidine-1-carboxylic acid tert-butyl ester C(C)(C)(C)OC(=O)N1CCC(CC1)N1C(N(C2=C1C=CC(=C2)Br)CC2=NC=C(C=C2)C=2OC(=NN2)C(F)F)=O